C(C1=CC=CC=C1)N(C(O)=O)[C@H]1[C@@](C1)(C(F)(F)F)C.NCCNCCC[SiH2]C(OCC)OCC 3-(2-aminoethyl)aminopropyldiethoxymethylsilane benzyl-((trans)-2-methyl-2-(trifluoromethyl)cyclopropyl)carbamate